C(C1=CC=CC=C1)[C@@H]1N(CCC1(C)C)C1=NC(=CC(N1)=O)N1CCOCC1 (S)-2-(2-benzyl-3,3-dimethylpyrrolidin-1-yl)-6-morpholinopyrimidin-4(3H)-one